N-(3-((5-(4-(difluoromethyl)phenyl)-2-((1-methyl-1H-pyrazol-4-yl)amino)pyrimidin-4-yl)amino)-4-fluorophenyl)acrylamide FC(C1=CC=C(C=C1)C=1C(=NC(=NC1)NC=1C=NN(C1)C)NC=1C=C(C=CC1F)NC(C=C)=O)F